methyl 2-(3-(N,N-bis(4-methoxybenzyl)sulfamoyl)-1H-pyrazolo[3,4-b]pyridin-1-yl)-2-methylpropanoate COC1=CC=C(CN(S(=O)(=O)C2=NN(C3=NC=CC=C32)C(C(=O)OC)(C)C)CC3=CC=C(C=C3)OC)C=C1